6-methyl-2-(1-methyl-1H-imidazol-4-yl)-5-(1-morpholinoethyl)indolizine-7-carboxylic acid CC1=C(N2C=C(C=C2C=C1C(=O)O)C=1N=CN(C1)C)C(C)N1CCOCC1